NC1=NC=2C=CC=CC2C2=C1N=C(N2CC(CNC(C2=CC=CC=C2)=O)(C)C)CCC N-[3-(4-amino-2-propyl-1H-imidazo[4,5-c]quinolin-1-yl)-2,2-dimethylpropyl]benzamide